The molecule is a glycophytoceramide having an alpha-D-glucosyl residue at the O-1 position and a hexacosanoyl group attached to the nitrogen. It has a role as an antigen. CCCCCCCCCCCCCCCCCCCCCCCCCC(=O)N[C@@H](CO[C@@H]1[C@@H]([C@H]([C@@H]([C@H](O1)CO)O)O)O)[C@@H]([C@@H](CCCCCCCCCCCCCC)O)O